C1(CC1)C1=C(C(=NO1)C1=C(C=NC=C1Cl)Cl)/C=C/C12COC(CC1)(CC2)C2=NC(=NO2)C=2C=C(C(=O)O)C=C(C2)OC(F)F (E)-3-(5-(4-(2-(5-cyclopropyl-3-(3,5-dichloropyridin-4-yl)isoxazol-4-yl)vinyl)-2-oxabicyclo[2.2.2]oct-1-yl)-1,2,4-oxadiazol-3-yl)-5-(difluoromethoxy)benzoic acid